tri(pentadecyl) phosphate tri(hexadecyl)phosphate C(CCCCCCCCCCCCCCC)OP(=O)(OCCCCCCCCCCCCCCCC)OCCCCCCCCCCCCCCCC.P(=O)(OCCCCCCCCCCCCCCC)(OCCCCCCCCCCCCCCC)OCCCCCCCCCCCCCCC